O1C(OCC1)CCCOC1=C(CNC(=O)[C@H]2N(C[C@@H](C2)O)C([C@H](C(C)(C)C)NC(=O)C2(CC2)F)=O)C=CC(=C1)C1=C(N=CS1)C (2S,4R)-N-(2-(3-(1,3-dioxolan-2-yl)propoxy)-4-(4-methylthiazol-5-yl)benzyl)-1-((S)-2-(1-fluorocyclopropanecarboxamido)-3,3-dimethylbutanoyl)-4-hydroxypyrrolidine-2-carboxamide